C(C=C)OC(=O)N1C([C@H]2N(C(C3=C1C=C(C(=C3)OC)OCCOCCC(=O)O)=O)CC=C(C2)C2=CSC=C2)O 3-(2-(((6aS)-5-((Allyloxy)carbonyl)-6-hydroxy-2-methoxy-12-oxo-8-(thiophen-3-yl)-5,6,6a,7,10,12-hexahydrobenzo[e]pyrido[1,2-a][1,4]diazepin-3-yl)oxy)ethoxy)propanoic acid